CN(S(=O)(=O)N1N=C(C=C1NC=1N=C(C2=C(N1)C=C(O2)C=2CCN(CC2)C)N2CCOCC2)C2=CC=NC=C2)C N,N-dimethyl-5-((6-(1-methyl-1,2,3,6-tetrahydropyridin-4-yl)-4-morpholinofuro[3,2-d]pyrimidin-2-yl)amino)-3-(pyridin-4-yl)-1H-pyrazole-1-sulfonamide